CN1N=C(C(=C1)C1=CC(=NC=C1)C1=NC2=C(N1)CN(C2)C2N(CCN(C2)C)C(=O)N2C(CN(CC2)C)N2CC=1NC(=NC1C2)C2=NC=CC(=C2)C=2C(=NN(C2)C)C2=NC(=CC=C2)C)C2=NC(=CC=C2)C (2-(4-(1-Methyl-3-(6-methylpyridin-2-yl)-1H-pyrazol-4-yl)pyridin-2-yl)-4,6-dihydropyrrolo[3,4-d]imidazol-5(1H)-yl)(4-methylpiperazin-1-yl)ketone